(2S)-2-[(4R)-2-oxo-4-propyl-1-pyrrolidinyl]butyric acid O=C1N(C[C@@H](C1)CCC)[C@H](C(=O)O)CC